(3-{[4-amino-6-(5-chloro-2-fluorophenyl)pyridazin-3-yl]oxy}cyclobutyl)methanol NC1=C(N=NC(=C1)C1=C(C=CC(=C1)Cl)F)OC1CC(C1)CO